3-((5-chloro-4-(1H-indol-3-yl)pyrimidin-2-yl)amino)pyrrolidine ClC=1C(=NC(=NC1)NC1CNCC1)C1=CNC2=CC=CC=C12